ClC1=COC=2C1=C(C=CC2)B(O)O 3-chlorobenzofurane-4-boronic acid